((3-(4-(tert-butyl)benzyl)-1,2,4-oxadiazol-5-yl)methyl)acrylic acid C(C)(C)(C)C1=CC=C(CC2=NOC(=N2)CC(C(=O)O)=C)C=C1